5-cyano-2-(3,5-dichloro-phenoxy)-N-(2-dimethylamino-ethyl)-N-[2-(2,5-dioxo-pyrrolidin-1-yl)ethyl]-benzenesulfonamide C(#N)C=1C=CC(=C(C1)S(=O)(=O)N(CCN1C(CCC1=O)=O)CCN(C)C)OC1=CC(=CC(=C1)Cl)Cl